C1(CC1)OC1=C(C(=NC=C1)C(=O)O)C=O 4-CYCLOPROPOXY-3-FORMYLPICOLINIC ACID